1,3-dihydroisobenzofuran-5-carboxamide C1OCC2=CC(=CC=C12)C(=O)N